4-chloro-N-[(2,4-dimethoxyphenyl)methyl]-1-methyl-1H-pyrazolo[4,3-c]pyridine-6-carboxamide ClC1=NC(=CC2=C1C=NN2C)C(=O)NCC2=C(C=C(C=C2)OC)OC